rel-(2S,3R,4S,5R)-4-[[3-(3,4-difluoro-2-methyl-phenyl)-4,5-dimethyl-5-(trifluoromethyl)tetrahydrofuran-2-carbonyl]amino]pyridine-2-carboxamide FC=1C(=C(C=CC1F)[C@@H]1[C@H](O[C@]([C@H]1C)(C(F)(F)F)C)C(=O)NC1=CC(=NC=C1)C(=O)N)C |o1:8,9,11,12|